C(C)NC(C1=CC=C(C=C1)C=1C(=NC(=NC1)Cl)NCC(C)(C)C)=O n-ethyl-4-(2-chloro-4-(neopentylamino)pyrimidin-5-yl)benzamide